3-(5-(7-((3-oxa-7-azabicyclo[3.3.1]non-7-yl)methyl)-3-amino-1H-pyrazolo[4,3-b]pyridin-5-yl)-1-oxoisoindolin-2-yl)piperidine-2,6-dione C12COCC(CN(C1)CC1=C3C(=NC(=C1)C=1C=C4CN(C(C4=CC1)=O)C1C(NC(CC1)=O)=O)C(=NN3)N)C2